tert-butyl ((5-((1-phenyl-1H-pyrazol-4-yl)thio)thiophen-2-yl)methyl)carbamate C1(=CC=CC=C1)N1N=CC(=C1)SC1=CC=C(S1)CNC(OC(C)(C)C)=O